(S)-2-(1-cyclopropylethyl)-7-(difluoromethoxy)-5-(2-nitro-6,7-dihydropyrazolo[1,5-a]pyrazin-5(4H)-yl)isoindolin-1-one C1(CC1)[C@H](C)N1C(C2=C(C=C(C=C2C1)N1CC=2N(CC1)N=C(C2)[N+](=O)[O-])OC(F)F)=O